(2S)-2-amino-3-(4-(4-((R)-1-(4-chloro-2-(3-methyl-1H-pyrazol-1-yl)phenyl)-2,2,2-trifluoroethoxy)thieno[3,2-d]pyrimidin-7-yl)cyclohex-3-en-1-yl)propanoic acid hydrochloride Cl.N[C@H](C(=O)O)CC1CC=C(CC1)C1=CSC2=C1N=CN=C2O[C@@H](C(F)(F)F)C2=C(C=C(C=C2)Cl)N2N=C(C=C2)C